C(C1=CC=CC=C1)C1=CC=C(C=C1)N1C(N(C2=NC=CC=C21)[C@@H]2CN(CC2)CC=2N(C(=CN2)C(=O)O)C)=O (S)-2-((3-(1-(4-Benzylphenyl)-2-oxo-1,2-dihydro-3H-imidazo[4,5-b]pyridin-3-yl)pyrrolidin-1-yl)methyl)-1-methyl-1H-imidazole-5-carboxylic Acid